C[C@@H]1CN(CCC1)CC1=CC=2N=CNC(C2N1COCC[Si](C)(C)C)=O 6-[[(3s)-3-methylpiperidin-1-yl]methyl]-5-(2-trimethylsilylethoxymethyl)-3H-pyrrolo[3,2-d]pyrimidin-4-one